FC=1C=C(CN2C(C=3N(C[C@@H]2C)C=C(N3)C3=NC(=NC=C3C)NC3=CC=NN3C)=O)C=CC1F (S)-7-(3,4-Difluorobenzyl)-6-methyl-2-(5-methyl-2-((1-methyl-1H-pyrazol-5-yl)amino)pyrimidin-4-yl)-6,7-dihydroimidazo[1,2-a]pyrazin-8(5H)-one